3,5-dimethyl-1-(methyl-d3)-1H-pyrrole-2-carbonyl chloride CC1=C(N(C(=C1)C)C([2H])([2H])[2H])C(=O)Cl